NC1=C2C(=NC=N1)N(N=C2C2=CC=C1C=NNC1=C2)CC=2OC1=CC=CC=C1C(C2C2=CC=CC=C2)=O 2-((4-Amino-3-(1H-indazol-6-yl)-1H-pyrazolo[3,4-d]pyrimidin-1-yl)methyl)-3-phenyl-4H-chromen-4-one